(3-(pyridin-2-yl)bicyclo[1.1.1]pentan-1-yl)methanol N1=C(C=CC=C1)C12CC(C1)(C2)CO